3-(3-nitrobenzylidene)-5-(2-fluorobenzylidene)-N-(4-acetamidobenzenesulfonyl)-4-piperidone [N+](=O)([O-])C=1C=C(C=C2CN(CC(C2=O)=CC2=C(C=CC=C2)F)S(=O)(=O)C2=CC=C(C=C2)NC(C)=O)C=CC1